(S)-2-(1-methylcyclopropyl)-5-(4-(4-methylpyrazolo[1,5-a]pyridin-2-yl)-1,4,6,7-tetrahydro-5H-imidazo[4,5-c]pyridin-5-yl)-1,3,4-oxadiazole CC1(CC1)C=1OC(=NN1)N1[C@@H](C2=C(CC1)NC=N2)C2=NN1C(C(=CC=C1)C)=C2